8-((5-methyl-1H-indazol-4-yl)oxy)-2-((1-methylpyrrolidin-2-yl)methoxy)quinoline-3-carbonitrile CC=1C(=C2C=NNC2=CC1)OC=1C=CC=C2C=C(C(=NC12)OCC1N(CCC1)C)C#N